2-((2-(3,5-bis(trifluoromethyl)phenyl)pyrimidin-5-yl)oxy)acetic acid ethyl ester C(C)OC(COC=1C=NC(=NC1)C1=CC(=CC(=C1)C(F)(F)F)C(F)(F)F)=O